COC(C1=C(C(=C(C(=C1)C1=CC=2N(C=C1)N=C(N2)N)F)F)C)=O.ClC=2C=C(C(=O)NC1=C(C(=CC=C1)C(=O)C=1C=C3N=C(C=NC3=CC1)C)F)C=CC2 3-chloro-N-(2-fluoro-3-(3-methylquinoxaline-6-carbonyl)phenyl)benzamide methyl-5-(2-amino-[1,2,4]triazolo[1,5-a]pyridin-7-yl)-3,4-difluoro-2-methylbenzoate